C1(=CC=CC2=CC=CC=C12)N(C1=CC=C(C=C1)C1=CC=C(N(C2=CC=CC=C2)C2=CC=CC3=CC=CC=C23)C=C1)C1=CC=CC=C1 N,N'-bis(1-naphthalenyl)-N,N'-diphenyl-benzidine